C(C)C1=CC=C2C=NN(C2=C1NS(=O)(=O)C=1C=NC(=CC1)N1N=CC=C1C(F)(F)F)C N-(6-ethyl-1-methyl-1H-indazol-7-yl)-6-(5-(trifluoromethyl)-1H-pyrazol-1-yl)pyridine-3-sulfonamide